[C@@H]1([C@H](O)[C@H](O)[C@@H](O)[C@@H](O1)C)OC1=CC=C(CN=C=S)C=C1 4-(α-L-rhamnosyloxy)-benzyl isothiocyanate